[Na+].C(\C=C\C=C\C)(=O)[O-] sorbic acid, sodium salt